Cl.BrC=1C=C(C=C(C1)F)[C@@H]1NOCC1 (R)-3-(3-bromo-5-fluorophenyl)isoxazolidine hydrochloride salt